N1(CCC=2C1=NC=CC2)C(=O)C=2C=C1CCC(NC1=NC2)=O 6-(2,3-dihydropyrrolo[2,3-b]pyridine-1-carbonyl)-3,4-dihydro-1H-1,8-naphthyridin-2-one